fluoro-6-(((S)-pyrrolidin-3-yl)oxy)-[1,1'-biphenyl] FC1=C(C(=CC=C1)O[C@@H]1CNCC1)C1=CC=CC=C1